3-{1-[(2-methylphenyl)methyl]-5-oxopyrrolidin-2-yl}-3-oxo-2-(1λ4-thiolan-1-ylidene)propanenitrile CC1=C(C=CC=C1)CN1C(CCC1=O)C(C(C#N)=S1CCCC1)=O